N([C@@](C(C(CN)[2H])([2H])[2H])(C(=O)O)[2H])([2H])[2H] ornithine-d6